NC1=NC=2C=C(C(=CC2C2=C1C=NN2C)C(=O)N2C(CC[C@@H](C2)C)C=2C=C(C1=C(CC3(CCN(CC3)C)O1)C2)F)F (4-amino-7-fluoro-1-methyl-1H-pyrazolo[4,3-c]quinolin-8-yl)((5S)-2-(7-fluoro-1'-methyl-3H-spiro[benzofuran-2,4'-piperidin]-5-yl)-5-methylpiperidin-1-yl)methanone